tert-butyl 2-(2-(3-(pyridin-4-yl)phenyl)-1,6-naphthyridin-7-yl)acetate N1=CC=C(C=C1)C=1C=C(C=CC1)C1=NC2=CC(=NC=C2C=C1)CC(=O)OC(C)(C)C